CC1(OB(OC1(C)C)C1=CC=CC2=C1N(C=N2)C(=O)OC(C)(C)C)C tert-butyl 7-(4,4,5,5-tetramethyl-1,3,2-dioxaborolan-2-yl)-1H-benzo[d]Imidazole-1-carboxylate